((2-hydroxy-3-nitro-5-(tert-amyl)phenyl)diazenyl)naphthalene-2-ol OC1=C(C=C(C=C1[N+](=O)[O-])C(C)(C)CC)N=NC1=C(C=CC2=CC=CC=C12)O